NC=1C(=C(C=C2C=C(N=CC12)NC(=O)[C@H]1[C@@H]([C@@H]1C)CC#N)C=1C=NC=C(C1C)N)F (1R,2R,3S)-N-(8-amino-6-(5-amino-4-methylpyridin-3-yl)-7-fluoroisoquinolin-3-yl)-2-(cyanomethyl)-3-methylcyclopropane-1-carboxamide